5-{2-amino-[1,2,4]triazolo-[1,5-a]pyridin-7-yl}-N-{[3-(cyclopropylmethoxy)-phenyl]methyl}-2-methoxy-6-methylpyridine-3-carboxamide NC1=NN2C(C=C(C=C2)C=2C=C(C(=NC2C)OC)C(=O)NCC2=CC(=CC=C2)OCC2CC2)=N1